BrC1=C2C=C(C(=NC2=CC(=C1)C)C(=O)O)C1=CC=CC=C1 5-bromo-7-methyl-3-phenylquinoline-2-carboxylic acid